FC(C(=O)[O-])(F)F.C(=O)(O)C1=C(C=C(C=C1)C(NCCOCCOCCOCCOCCOCCNC(OC(C)(C)C)=O)=O)C=1C2=CC=C(C=C2OC2=CC(C=CC12)=[N+](C)C)N(C)C N-(9-(2-Carboxy-5-((2,2-dimethyl-4-oxo-3,8,11,14,17,20-hexaoxa-5-azadocosan-22-yl)carbamoyl)phenyl)-6-(dimethylamino)-3H-xanthen-3-ylidene)-N-methylmethanaminium 2,2,2-trifluoroacetate